4-(10-Acryloyl-2-fluoro-11-methyl-14-oxo-8,8a,9,10,11,12-hexahydro-7H,14H-pyrazino[1',2':5,6][1,5]diazocino[3,2,1-hi]indazol-3-yl)-2-amino-7-fluorobenzo[b]thiophene-3-carbonitrile C(C=C)(=O)N1CC2N(C(C=3C=C(C(=C4C=NN(C34)CC2)C2=CC=C(C=3SC(=C(C32)C#N)N)F)F)=O)CC1C